tert-Butyl 4-((2-((2,4-dichlorophenoxy)methyl)pyridin-4-yl)methyl)-4-(fluoromethyl)piperidine-1-carboxylate ClC1=C(OCC2=NC=CC(=C2)CC2(CCN(CC2)C(=O)OC(C)(C)C)CF)C=CC(=C1)Cl